CC1=C(C=NC(=C1)C)B(O)O 4,6-DIMETHYLPYRIDINE-3-BORONIC ACID